C(C)(C)(C)OC(=O)N1CCN(CC1)C1=NC(N2C3=C(C(=C(C=C13)C(F)(F)F)Cl)SC[C@@H]2CN2CCN(CC2)C(=O)OCC2=CC=CC=C2)=O (S)-benzyl 4-((7-(4-(tert-butoxy carbonyl)piperazin-1-yl)-10-chloro-5-oxo-9-(trifluoromethyl)-3,5-dihydro-2H-[1,4]thiazino[2,3,4-ij]quinazolin-3-yl)methyl)piperazine-1-carboxylate